OC(=O)C(F)(F)F.CC=1N=C(SC1CN1CCOCC1)N 4-methyl-5-(morpholinomethyl)thiazol-2-amine TFA salt